Stigmasta-7,24(28)-dien-3-ol CC=C(CC[C@@H](C)[C@H]1CC[C@H]2C3=CCC4CC(CC[C@]4(C)[C@H]3CC[C@]12C)O)C(C)C